C(C(=C)C)(=O)OCC(COC(C(=C)C)=O)(COCC(COC(C(=C)C)=O)(COCC(COC(C(=C)C)=O)(COC(C(=C)C)=O)COC(C(=C)C)=O)COC(C(=C)C)=O)COC(C(=C)C)=O Tripentaerythritol octamethacrylate